tert-butyl 3-(4-(4H-1,2,4-triazol-4-yl)-1-(4-(trifluoromethoxy)phenyl)-1H-pyrazolo[3,4-b]pyridin-3-yl)azetidine-1-carboxylate N=1N=CN(C1)C1=C2C(=NC=C1)N(N=C2C2CN(C2)C(=O)OC(C)(C)C)C2=CC=C(C=C2)OC(F)(F)F